isopropyl (R)-2-(3-((benzyloxy)carbonyl)thioureido)-2-(4-(2-cyclopropyl-2H-1,2,3-triazol-4-yl)phenyl)-4,4-dimethylpentanoate C(C1=CC=CC=C1)OC(=O)NC(N[C@](C(=O)OC(C)C)(CC(C)(C)C)C1=CC=C(C=C1)C1=NN(N=C1)C1CC1)=S